(2R)-2-([1H-pyrrolo[3,2-c]pyridin-6-yloxy]methyl)pyrrolidine N1C=CC=2C=NC(=CC21)OC[C@@H]2NCCC2